C(NC(C1=CC(=CC=C1)[C@@H](C)N1C=NC2=CC(=CC=C2C1=O)C=1C=NNC1C(F)(F)F)=O)([2H])([2H])[2H] (R)-N-(Methyl-d3)-3-(1-(4-oxo-7-(5-(trifluoromethyl)-1H-pyrazol-4-yl)quinazolin-3(4H)-yl)ethyl)benzamide